S1C(=CC=C1)CC1=NC(=NC(=N1)N)N (E)-thiophen-2-ylmethyl-1,3,5-triazine-2,4-diamine